trans-6,6-difluoro-N-(4-methyl-3-(pyridazin-3-yl)phenyl)bicyclo[3.1.0]hexane-3-carboxamide FC1(C2CC(CC12)C(=O)NC1=CC(=C(C=C1)C)C=1N=NC=CC1)F